(E)-6-(4-ethoxy-2-fluorophenyl)-5-hydroxy-N'-(3-methoxybenzylidene)pyrazine-2-carbohydrazide C(C)OC1=CC(=C(C=C1)C1=C(N=CC(=N1)C(=O)N/N=C/C1=CC(=CC=C1)OC)O)F